C(C)(C)(C)OC(=O)N[C@H](C)[C@@H]1[C@H](NC1=O)[C@H](C(CC(=O)OCC1=CC=C(C=C1)[N+](=O)[O-])=O)C 4-nitrobenzyl (R)-4-((2R,3R)-3-((R)-1-(tert-butoxycarbonylamino) ethyl)-4-oxoazetidin-2-yl)-3-oxopentanoate